2-(2,3-difluoro-6-(2-morpholinothiazol-4-yl)phenoxy)-N-(7-(4-(2-(2,6-dioxopiperidin-3-yl)-6-fluoro-1,3-dioxoisoindolin-5-yl)piperazin-1-yl)heptyl)acetamide FC1=C(OCC(=O)NCCCCCCCN2CCN(CC2)C=2C=C3C(N(C(C3=CC2F)=O)C2C(NC(CC2)=O)=O)=O)C(=CC=C1F)C=1N=C(SC1)N1CCOCC1